1-(2-bromo-1-(4-propylphenyl)vinyl)benzimidazole BrC=C(C1=CC=C(C=C1)CCC)N1C=NC2=C1C=CC=C2